C(CCC(=O)[O-])(=O)O[C@@H]1[C@]2(C)[C@@H](CC1)[C@@H]1CC[C@@H]3C[C@@H](CC[C@]3(C)[C@H]1CC2)O 3α-Hydroxy-5β-androstan-17β-yl succinate